CC1(C=CC=C1)[Hf](N(C)C)(N(C)C)C1(C=CC=C1)C Bis(methylcyclopentadienyl)bis(dimethylamino)hafnium